The molecule is a member of the class of penicillanic acids that is sulbactam in which one of the exocyclic methyl hydrogens is replaced by a 1,2,3-triazol-1-yl group; used (in the form of its sodium salt) in combination with ceftolozane sulfate for treatment of complicated intra-abdominal infections and complicated urinary tract infections. It has a role as an antimicrobial agent, an antiinfective agent and an EC 3.5.2.6 (beta-lactamase) inhibitor. It is a member of penicillanic acids and a member of triazoles. It derives from a sulbactam. It is a conjugate acid of a tazobactam(1-). C[C@@]1([C@@H](N2[C@H](S1(=O)=O)CC2=O)C(=O)O)CN3C=CN=N3